propionyl-L-leucyl-L-glycyl-L-phenylalanine ethyl ester C(C)OC([C@@H](NC(CNC([C@@H](NC(CC)=O)CC(C)C)=O)=O)CC1=CC=CC=C1)=O